C(C)(C)(C)OC(=O)N1CCC(CC1)CC1=NC=CC=C1 4-(2-Pyridinylmethyl)piperidine-1-carboxylic acid tert-butyl ester